2-[(6-methyl-2H-1,3-benzodioxol-5-yl)amino]-5,6,7,8-tetrahydropteridin-6-one CC=1C(=CC2=C(OCO2)C1)NC1=NC=2NCC(NC2C=N1)=O